6,6'-(Propane-1,3-diyl-bis((3-hydroxypropyl)azanediyl))dihexanoic acid di(2-octyldecyl)ester C(CCCCCCC)C(COC(CCCCCN(CCCN(CCCO)CCCCCC(=O)OCC(CCCCCCCC)CCCCCCCC)CCCO)=O)CCCCCCCC